4-(4-Aminophenoxy)aniline NC1=CC=C(OC2=CC=C(N)C=C2)C=C1